N1C(=NC2=C1C=CC=C2)C(N2C(C1=C(C(=CC=C1C2)C2=CC=C(C=C2)C2CCN(CC2)C)F)=O)C2=C(C=CC(=C2)F)O 2-[1H-Benzimidazol-2-Yl-(5-Fluoro-2-Hydroxy-Phenyl)Methyl]-7-Fluoro-6-[4-(1-Methyl-4-Piperidyl)Phenyl]Isoindolin-1-One